CC(CNC(COCCOCCOCCOCCOCC(=O)[O-])=O)(C)C.[Cl-].[Cl-].C[NH2+]C.C[NH2+]C.C[NH2+]C dimethylammonium dichloride 20,20-dimethyl-17-oxo-3,6,9,12,15-pentaoxa-18-azahenicosanoate